C(C)(C)C1=CC(=NC=C1)C1=NSC(=N1)NC1=NC=C(C=C1N(C(C)=O)C)C(F)(F)F N-(2-(3-(4-isopropylpyridin-2-yl)-1,2,4-thiadiazol-5-ylamino)-5-(trifluoromethyl)pyridin-3-yl)-N-methylacetamide